C(C)(C)(C)OC(NN1CCC(CC1)OC1=C(C=C(C=C1)N)Cl)=O 4-(4-amino-2-chlorophenoxy)piperidine-1-carbamic acid tert-butyl ester